C[C@@H]([C@H]1CC[C@@]2([C@@]1(CCC3=C2CC[C@H]([C@@]3(CCC(=O)OC)COC(=O)C)C(C)(C)O)C)C)[C@@H](C/C=C(/C)\\C(=O)O)OC(=O)C The molecule is a tricyclic triterpenoid that is 3,4-secolanosta-8,24-diene-3,26-dioic acid 3-methylester substituted by acetoxy groups at positions 19 and 22 and a hydroxy group at position 4. It is isolated from the fruiting bodies of the Vietnamese mushroom Ganoderma colossum and displays inhibitory activity towards the enzyme HIV protease. It has a role as a HIV protease inhibitor and a fungal metabolite. It is an acetate ester, a tertiary alcohol, a tricyclic triterpenoid, a dicarboxylic acid monoester and a methyl ester. It derives from a hydride of a lanostane.